N1=C(C=CC=C1)C1=NC=CC=C1 Bi13-Pyridine